5-{[(1R,2S)-2-aminocyclohexyl]amino}-N-[3-carbamoyl-1-(2-methoxyethyl)-1H-pyrazol-4-yl]pyrazolo[1,5-a]pyrimidine-3-carboxamide N[C@@H]1[C@@H](CCCC1)NC1=NC=2N(C=C1)N=CC2C(=O)NC=2C(=NN(C2)CCOC)C(N)=O